3-ethoxypropanamide C(C)OCCC(=O)N